OCC(NC)(CO)CO TRIS[hydroxymethyl]methylaminomethane